dodecanediamine bromide [Br-].C(CCCCCCCCCCC)(N)N